C(CCCCCCCCCCCCCCCCCCCCC)(=O)OCC(COC(C)=O)(COC(C)=O)COC(CCCCCCCCCCCCCCCCCCCCC)=O pentaerythritol diacetate dibehenate